FC=1C=C(C=C(C1OCOCC[Si](C)(C)C)F)C1=NC=2CCC(C(C2C=C1)=O)(C)CN(C)C 2-[3,5-difluoro-4-(2-trimethylsilylethoxymethoxy)phenyl]-6-[(dimethylamino)methyl]-6-methyl-7,8-dihydroquinolin-5-one